CS(=O)(=O)C=CC(C)NC(=O)C=1C(=NC(=NC1)C1(CC1)C(F)(F)F)OC1=CC=CC=C1 N-(4-(methylsulfonyl)but-3-en-2-yl)-4-phenoxy-2-(1-(trifluoromethyl)cyclopropyl)pyrimidine-5-carboxamide